C(CC)C=1SC(=CN1)C(=O)N 2-propyl-1,3-thiazole-5-carboxamide